ClCC(=O)C1=CC(=C(C=C1)O)O 2-chloro-1-(3,4-dihydroxyphenyl)ethan-1-one